(R)-N-(1-(5-(3-cyano-6-(2-hydroxy-2-methyl-propoxy)pyrazolo[1,5-a]pyridin-4-yl)pyridin-2-yl)-3-methylpyrrolidin-3-yl)-2,3-difluorobenzamide C(#N)C=1C=NN2C1C(=CC(=C2)OCC(C)(C)O)C=2C=CC(=NC2)N2C[C@](CC2)(C)NC(C2=C(C(=CC=C2)F)F)=O